[Si](C)(C)(C)C1S(=O)(=O)CCC1 TMS(sulfolane)